P(=O)(O)(O)OCC(=O)[O-] phosphoglycolate